CC(CCCC)C(CCCOC(CC(CCCCCCCCC)N(C(CCCCC(=O)OCC(CCCCCC)CCCC)=O)CCCN(C)C)=O)CCCCCC.N=1C=NCCC1 4,5-Dihydro-pyrimidin 4-2-hexyldecyl-3-{6-[(2-butyloctyl)oxy]-N-[3-(dimethylamino)propyl]-6-oxohexanamido}dodecanoate